5-(4-phenylpiperidine-1-carbonyl)indolin-2-one C1(=CC=CC=C1)C1CCN(CC1)C(=O)C=1C=C2CC(NC2=CC1)=O